N1=C(C=NC=C1)C=1C(=NC=CN1)C(C)=O 1-(3-pyrazin-2-ylpyrazin-2-yl)ethanone